C1(CCCCC1)N(C(\C=C\C1=CC=C(C=C1)OCC)=O)C1=CSC=C1 (E)-N-cyclohexyl-3-(4-ethoxyphenyl)-N-(3-thienyl)prop-2-enamide